OC1=C(C=CC=C1)C=1C=C2C(=NN1)NC[C@@H]1N2CCN(C1)C1=CC=C(C=N1)C1CCN(CC1)C(=O)OC(C)(C)C (S)-tert-butyl 4-(6-(2-(2-hydroxyphenyl)-6a,7,9,10-tetrahydro-5H-pyrazino[1',2':4,5]pyrazino[2,3-c]pyridazin-8(6H)-yl)pyridin-3-yl)piperidine-1-carboxylate